N-((1R,6S)-2,2-difluoro-6-(((R)-1-isopropylazepan-4-yl)oxy)cyclohexyl)-2-(2-(3,5-difluorophenyl)-3-(trifluoromethyl)pyridin-4-yl)acetamide FC1([C@@H]([C@H](CCC1)O[C@H]1CCN(CCC1)C(C)C)NC(CC1=C(C(=NC=C1)C1=CC(=CC(=C1)F)F)C(F)(F)F)=O)F